dimethylammonium phosphate sodium [Na+].P(=O)([O-])([O-])O.C[NH2+]C